COC1=C(C=C2C(=NC=NC2=C1)C=1C(=NN(C1)C)C1=CC=CC=C1)NC(=O)[C@@H]1N(CC1)C (R)-N-(7-methoxy-4-(1-methyl-3-phenyl-1H-pyrazol-4-yl)quinazolin-6-yl)-1-methylazetidine-2-carboxamide